BrC=1C(=CC(=C(C1)S(=O)(=O)N(C(CNC1=CC=CC=C1)C)C)F)F 5-bromo-2,4-difluoro-N-methyl-N-(1-(phenylamino)propan-2-yl)benzenesulfonamide